ClC=1C(=NC=C(C1)C)OC 3-Chloro-2-methoxy-5-methylpyridin